N-(2-hydroxyethyl)-N,N-dimethyl-2-propyn-1-aminium OCC[N+](CC#C)(C)C